sulfamic acid, fluoride S(N)(=O)(=O)F